(2S)-3-cyclopropyl-2-[(3,5-dichlorophenyl)formamido]propanoic acid C1(CC1)C[C@@H](C(=O)O)NC(=O)C1=CC(=CC(=C1)Cl)Cl